4β-[(Ethoxymethyl)oxy]-3-methyl-5α-cholestane-3,25-diol C(C)OCO[C@@H]1[C@@H]2CC[C@H]3[C@@H]4CC[C@H]([C@@H](CCCC(C)(C)O)C)[C@]4(CC[C@@H]3[C@]2(CCC1(O)C)C)C